1,4,5,8,9,12-hexaazatriphenylene N1=CC=NC=2C3=NC=CN=C3C3=NC=CN=C3C12